2-((7-aminoheptyl)amino)-N-(4,5-dimethylthiazol-2-yl)benzamide NCCCCCCCNC1=C(C(=O)NC=2SC(=C(N2)C)C)C=CC=C1